B(OC1=CC=C(C=C1)O)(OC1=CC=C(C=C1)O)OC1=CC=C(C=C1)O tris(4-hydroxyphenyl) borate